P(OCP(=O)(OC)OC[C@H]1O[C@H]([C@H]([C@@H]1O)F)N1C2=NC(=NC(=C2N=C1)N(C)C1CCCC1)Cl)([O-])=O (((((2R,3R,4S,5R)-5-(2-chloro-6-(cyclopentyl (methyl) amino)-9H-purin-9-yl)-4-fluoro-3-hydroxytetrahydrofuran-2-yl) methoxy) (methoxy) phosphoryl) methyl) phosphonate